3,4-dichloro-N-(4-(5-(difluoromethyl)-1,3,4-oxadiazol-2-yl)-2-fluorobenzyl)aniline ClC=1C=C(NCC2=C(C=C(C=C2)C=2OC(=NN2)C(F)F)F)C=CC1Cl